N-((1R,4R)-4-((2-(6-(2-methylphenethyl)quinazolin-4-yl)-2,7-diazaspiro[3.5]nonan-7-yl)methyl)cyclohexyl)ethanesulfonamide CC1=C(CCC=2C=C3C(=NC=NC3=CC2)N2CC3(C2)CCN(CC3)CC3CCC(CC3)NS(=O)(=O)CC)C=CC=C1